C1N(CCC12CNCC2)C(CNC(C2=CC(=CC=C2)C(F)(F)F)=O)=O N-(2-{2,7-diazaspiro[4.4]nonan-2-yl}-2-oxoethyl)-3-(trifluoromethyl)benzamide